3-(4-isobutylphenyl)-N-isopropyl-2-methylpropan-1-imine oxide C(C(C)C)C1=CC=C(C=C1)CC(C=[N+](C(C)C)[O-])C